ClC1=CC=C(C2=C1C=C(O2)F)COC2=CC=CC(=N2)C2CCC(CC2)CC2=NC1=C(N2CCOC)C=C(C=C1)C(=O)O 2-(((1r,4r)-4-(6-((4-chloro-2-fluorobenzofuran-7-yl)methoxy)pyridin-2-yl)cyclohexyl)methyl)-1-(2-methoxyethyl)-1H-benzo[d]imidazole-6-carboxylic acid